(11-azidoundecyl)trimethoxysilane N(=[N+]=[N-])CCCCCCCCCCC[Si](OC)(OC)OC